BrCCC1=CC=CC=C1 2-bromoethylbenzene